(R)-N-(1-(3-(1-ethyl-1H-pyrazol-3-yl)-5-(1-methyl-1H-pyrazol-4-yl)phenyl)ethyl)-2-methyl-5-(2-methyl-2,7-diazaspiro[3.5]nonan-7-yl)benzamide C(C)N1N=C(C=C1)C=1C=C(C=C(C1)C=1C=NN(C1)C)[C@@H](C)NC(C1=C(C=CC(=C1)N1CCC2(CN(C2)C)CC1)C)=O